C(C)(C)(C)OC(=O)N1CCC(CC1)N1C(NC2=C1C=CC(=C2)C(=O)OC)=O methyl 1-(1-(tert-butoxycarbonyl)piperidin-4-yl)-2-oxo-2,3-dihydro-1H-benzo[d]imidazole-5-carboxylate